1-bromo-2-(bromomethyl)-4-iodo-benzene BrC1=C(C=C(C=C1)I)CBr